COC1(CN(C1)C(=O)OCC1=CC=CC=C1)OC benzyl 3,3-dimethoxyazetidine-1-carboxylate